ethyl 2-(2-((5-(3-(aminomethyl)phenyl)-7-(((2,2,2-trifluoroethyl)amino)methyl) benzofuran-3-yl)methoxy)phenyl)acetate NCC=1C=C(C=CC1)C=1C=C(C2=C(C(=CO2)COC2=C(C=CC=C2)CC(=O)OCC)C1)CNCC(F)(F)F